2-(tert-butoxycarbonylamino)-3,3,3-trifluoro-propanoic acid C(C)(C)(C)OC(=O)NC(C(=O)O)C(F)(F)F